benzyl ((2S,3R,4R)-1-acetyl-2-cyclopropyl-6-methoxy-3-methyl-1,2,3,4-tetrahydroquinolin-4-yl)carbamate C(C)(=O)N1[C@H]([C@@H]([C@H](C2=CC(=CC=C12)OC)NC(OCC1=CC=CC=C1)=O)C)C1CC1